[Si](C1=CC=CC=C1)(C1=CC=CC=C1)(C(C)(C)C)OCCCC=1C(=C(C(=O)NC)C=C(C1)[N+](=O)[O-])N1CCN(CC1)C 3-[(tert-Butyldiphenylsilyl)oxy]propyl-N-methyl-2-(4-methylpiperazin-1-yl)-5-nitrobenzamide